3,3,4,5-tetrahydroxypentanoic acid OC(CC(=O)O)(C(CO)O)O